(S)-N-(1-(6-(2-(difluoromethyl)-6-fluorophenyl)-1-neopentyl-1H-indol-3-yl)-2,2-difluoroethyl)cyclopropanesulfonamide FC(C1=C(C(=CC=C1)F)C1=CC=C2C(=CN(C2=C1)CC(C)(C)C)[C@@H](C(F)F)NS(=O)(=O)C1CC1)F